(2S)-N-(4-{[1-methyl-3-(1-methyl-1H-pyrazol-4-yl)-1H-indol-5-yl]oxy}phenyl)pyrrolidine CN1C=C(C2=CC(=CC=C12)OC1=CC=C(C=C1)N1CCCC1)C=1C=NN(C1)C